C[C@H]1CN(C[C@@H](N1)C)[C@@H](C(=O)NC=1C=CC=C2C(=CNC12)C1=NC(=NC=C1C)NC1=C(C(=CC=C1)S(=O)(=O)C)F)C (R)-2-((3s,5s)-3,5-dimethylpiperazin-1-yl)-N-(3-(2-((2-fluoro-3-(methylsulfonyl)phenyl)amino)-5-methylpyrimidin-4-yl)-1H-indol-7-yl)propionamide